ClC=1C=C(C=C(C1)Cl)[C@]1(CC(=NO1)C1=CC(=C(C(=O)NCC(NCC(F)(F)F)=O)C=C1)C)C(F)(F)F |r| (5RS)-4-[5-(3,5-dichlorophenyl)-5-(trifluoromethyl)-4H-isoxazol-3-yl]-N-[2-oxo-2-(2,2,2-trifluoroethylamino)ethyl]-2-methyl-benzamide